4-Benzyloxy-2-(2-fluoro-3-quinolinyl)-1,6-naphthyridine-5-carbonitrile C(C1=CC=CC=C1)OC1=CC(=NC=2C=CN=C(C12)C#N)C=1C(=NC2=CC=CC=C2C1)F